COC(=O)C1=NC(=CC(=C1)C#CC1[C@@H]2CN(C[C@H]12)C(=O)OC(C)(C)C)C Tert-butyl (1R,5S,6s)-6-((2-(methoxycarbonyl)-6-methylpyridin-4-yl) ethynyl)-3-azabicyclo[3.1.0]hexane-3-carboxylate